BrC1=CC=C(C=C1)C1C(C(CC(C1)=O)C(NC1=C(C=C(C=C1)C(F)(F)F)F)=O)C(=O)[O-] 2-(4-bromophenyl)-6-((2-fluoro-4-(trifluoromethyl)phenyl)carbamoyl)-4-oxocyclohexane-1-carboxylate